tert-butyl 2-((8-bromo-3,7-dimethyl-2,6-dioxo-2,3,6,7-tetrahydro-1H-purin-1-yl)methyl)-7-fluoro-1H-indole-1-carboxylate BrC1=NC=2N(C(N(C(C2N1C)=O)CC=1N(C2=C(C=CC=C2C1)F)C(=O)OC(C)(C)C)=O)C